4,4'-bis-(aminophenoxy)biphenyl NC1=C(OC2=CC=C(C=C2)C2=CC=C(C=C2)OC2=C(C=CC=C2)N)C=CC=C1